CCC1=C(C=CC(=C1)CC2=CC(=C(C=C2)N)CC)N 4,4'-diamino-3,3'-diethyl-diphenylmethane